C1(CCC1)OC=1C=C(C=NC1)C=1N=NN(C1)C1COC1 3-(4-(5-cyclobutoxypyridin-3-yl)-1H-1,2,3-triazol-1-yl)oxetan